disodium sulfo laurate C(CCCCCCCCCCC)(=O)OS(=O)(=O)O.[Na].[Na]